C1=CC=CC=2C3=CC=CC=C3C(C12)COC(=O)NC1(CC1)C1=CC2=NC=CC(=C2S1)C=1C=C(C=C2CCCN(C12)[C@@H]1CN(CC1)C(=O)OC(C)(C)C)Cl (S)-tert-butyl 3-(8-(2-(1-((((9H-fluoren-9-yl)methoxy)carbonyl)amino)cyclopropyl)thieno[3,2-b]pyridin-7-yl)-6-chloro-3,4-dihydroquinolin-1(2H)-yl)pyrrolidine-1-carboxylate